(4S,5S,E)-3-(4-chlorophenyl)-5-methyl-4-phenyl-N-((4-(trifluoromethyl)phenyl)sulfonyl)-4,5-dihydro-1H-pyrazole-1-carboxamide chloride [Cl-].ClC1=CC=C(C=C1)C1=NN([C@H]([C@@H]1C1=CC=CC=C1)C)C(=O)NS(=O)(=O)C1=CC=C(C=C1)C(F)(F)F